[Br-].C(CCCCCCCCCCC)N1CN(C=C1)C=C 3-n-dodecyl-1-vinyl-imidazole bromide